(S)-2-((5-cyano-2-(hydroxymethyl)-3-(2-methylpiperazin-1-yl)phenyl)amino)-4-(cyclopropylamino)pyrazolo[1,5-a][1,3,5]triazine-8-carbonitrile C(#N)C=1C=C(C(=C(C1)NC1=NC=2N(C(=N1)NC1CC1)N=CC2C#N)CO)N2[C@H](CNCC2)C